COC(=O)C=1N=C(OC1)CP(=O)(OCC)OCC 2-((diethoxyphosphoryl)methyl)oxazole-4-carboxylic acid methyl ester